1-(4-((1S,2S)-2-(4,4-dimethylcyclohexyl)-6-hydroxy-1,2,3,4-tetrahydronaphthalen-1-yl)phenyl)piperidine-4-carbaldehyde CC1(CCC(CC1)[C@H]1[C@H](C2=CC=C(C=C2CC1)O)C1=CC=C(C=C1)N1CCC(CC1)C=O)C